FC=1C(=CC2=C(C(=CO2)C(=O)NC2=CC(=C(C=C2)OC2(CC2)C)F)C1)C1=NN=NN1 5-Fluoro-N-(3-fluoro-4-(1-methylcyclopropoxy)phenyl)-6-(1H-tetrazol-5-yl)benzofuran-3-carboxamide